NC1=NC=C(C(=N1)C1=C2CN(C(C2=C(C=C1)NC1=NC=C(C=C1)N1CCN(CC1)C)=O)C(=O)OC(C)(C)C)CC tert-butyl 4-(2-amino-5-ethylpyrimidin-4-yl)-7-((5-(4-methylpiperazin-1-yl) pyridin-2-yl)amino)-1-oxoisoindoline-2-carboxylate